5-(4-fluoro-2-methylphenyl)-1,3-oxazol FC1=CC(=C(C=C1)C1=CN=CO1)C